2-(3-dimethylaminopropyl)-2-methyl-1,3-dioxa-6-thia-2-silacyclooctane CN(CCC[Si]1(OCCSCCO1)C)C